FC1=CC=C(C=C1)S(=O)(=O)N1[C@@H](C2CC1C2)C(=O)NCC2=CC(=CC(=C2)C=2C=NC(=CC2)C(F)(F)F)F (2S)-3-(4-fluorophenyl)sulfonyl-N-[[3-fluoro-5-[6-(trifluoromethyl)-3-pyridyl]phenyl]methyl]-3-azabicyclo[2.1.1]hexane-2-carboxamide